(S)-N-(1-oxo-1-(4-(3-(trifluoromethyl)phenyl-4-d)piperazin-1-yl)propan-2-yl)acetamide O=C([C@H](C)NC(C)=O)N1CCN(CC1)C1=CC(=C(C=C1)[2H])C(F)(F)F